N-((S)-1,1-dicyclopropyl-3-((2-fluoro-4-((S)-1-oxo-1-(((R)-1,1,1-trifluoropropan-2-yl)amino)propan-2-yl)phenyl)amino)-3-oxopropan-2-yl)-1-isopropyl-1H-pyrazole-5-carboxamide C1(CC1)C([C@@H](C(=O)NC1=C(C=C(C=C1)[C@@H](C(N[C@@H](C(F)(F)F)C)=O)C)F)NC(=O)C1=CC=NN1C(C)C)C1CC1